C1(CC1)OC=1C=C(C=CC1)C1=CC(=NN1C=1C=CC=C2C=NN(C12)CC)C(=O)OC Methyl 5-(3-cyclopropoxyphenyl)-1-(1-ethyl-1H-indazol-7-yl)-1H-pyrazole-3-carboxylate